3-[3-[(3-fluoroazetidin-3-yl)methyl]phenyl]piperidine-2,6-dione FC1(CNC1)CC=1C=C(C=CC1)C1C(NC(CC1)=O)=O